METHOXYCYCLODODECANE COC1CCCCCCCCCCC1